6-(4-(4-((5-bromo-4-((5-(Dimethylphosphoryl)quinoxalin-6-yl)amino)pyrimidin-2-yl)amino)-5-methoxy-2-(1-methyl-1H-pyrazole-4-yl)phenyl)piperazin-1-yl)hexanoic acid BrC=1C(=NC(=NC1)NC1=CC(=C(C=C1OC)N1CCN(CC1)CCCCCC(=O)O)C=1C=NN(C1)C)NC=1C(=C2N=CC=NC2=CC1)P(=O)(C)C